C(C)N1C(C=2C=CC=C(C3=CN4C(C(OCCCCC[C@@H](NC1=O)CCC(F)(F)F)=N3)=NC=C4)N2)C (16R)-13-ethyl-12-methyl-16-(3,3,3-trifluoropropyl)-12,13,16,17,18,19,20,21-octahydro-6,23:11,7-di(azeno)imidazo[2,1-c][1,4,13,15]oxatriazacyclohenicosin-14(15H)-one